N-(1-Methyl-2-((R)-3-((5-(trifluoromethyl)pyrimidin-2-yl)amino)piperidin-1-yl)-1H-benzo[d]imidazol-5-yl)-N-(tetrahydrofuran-3-yl)acrylamide CN1C(=NC2=C1C=CC(=C2)N(C(C=C)=O)C2COCC2)N2C[C@@H](CCC2)NC2=NC=C(C=N2)C(F)(F)F